(3R)-3-[2-isopropyl-5-[6-(trifluoromethyl)-2-pyridinyl]pyrazol-3-yl]cyclopentanone C(C)(C)N1N=C(C=C1[C@H]1CC(CC1)=O)C1=NC(=CC=C1)C(F)(F)F